O\N=C/1\C(C2=CC=C(C=C2C1)OC)=O (2E)-2-hydroxyimino-5-methoxy-indan-1-one